C(CCCCCCCCCCCCCCC)(=O)OC[C@@H](OO)COP(=O)([O-])OCC[N+](C)(C)C 1-Palmitoyl-2-Hydroxy-sn-Glycero-3-Phosphocholine